2-cyclopropyl-1-methyl-1H-imidazole C1(CC1)C=1N(C=CN1)C